FC([C@H](C)N1N=NC2=C1C=C(C=C2)C=2C(=CN1N=C(N=C(C12)OC)N[C@H]1C(CN(CC1)C(C)=O)(F)F)F)F 1-((R)-4-((5-(1-((S)-1,1-difluoropropan-2-yl)-1H-benzo[d][1,2,3]triazol-6-yl)-6-fluoro-4-methoxypyrrolo[2,1-f][1,2,4]triazin-2-yl)amino)-3,3-difluoropiperidin-1-yl)ethan-1-one